N-cyclopropyl-3-(difluoromethyl)-N-(2-ethyl-4,5-dimethylbenzyl)-5-fluoro-1-methyl-1H-pyrazole-4-amide C1(CC1)N(C(=O)C=1C(=NN(C1F)C)C(F)F)CC1=C(C=C(C(=C1)C)C)CC